2-[4-[(E)-3-Naphthalen-2-ylprop-2-enoyl]phenoxy]acetic acid C1=C(C=CC2=CC=CC=C12)/C=C/C(=O)C1=CC=C(OCC(=O)O)C=C1